3-(N-methyl-2-pyrrolidinyl)pyridine CN1C(CCC1)C=1C=NC=CC1